C1(CCCCC1)CCN1CC(CCC1)C=1NC(N(N1)C=1C=CC(=C2C=CC(=NC12)OC)OC)=O 5-(1-(2-cyclohexylethyl)piperidin-3-yl)-2-(2,5-dimethoxyquinolin-8-yl)-2,4-dihydro-3H-1,2,4-triazol-3-one